CC=CC(=O)N(CCC1=CC(O)=C(O)C=C1)/C/1=C/C(=O)OC1=O 3-methylacryloyl-dopamine-maleic anhydride